(2R,5R,Z)-3-(2-hydroxyethylidene)-7-oxo-4-oxa-1-aza-bicyclo[3.2.0]heptane-2-carboxylic acid OC\C=C/1\[C@@H](N2C(C[C@H]2O1)=O)C(=O)O